O=C1NC(CCC1N1C(C2=CC=C(C=C2C=N1)NCCCCC(=O)O)=O)=O 5-((2-(2,6-dioxopiperidin-3-yl)-1-oxo-1,2-dihydrophthalazin-6-yl)amino)pentanoic acid